6-(dihydroxyboryl)-1,3-benzoxazol-2-ylamine OB(C1=CC2=C(N=C(O2)N)C=C1)O